CC(C)(C)OC(=O)N1C=CC2=CC=C(C=C12)Br 6-bromoindole-1-carboxylic acid-2-methylpropan-2-yl ester